(S)-4-(2-(4-chloro-2-fluorophenyl)-2-methylbenzo[d][1,3]dioxolan-4-yl)-1,2,3,6-tetrahydropyridine 4-methylbenzenesulfonate CC1=CC=C(C=C1)S(=O)(=O)O.ClC1=CC(=C(C=C1)[C@@]1(OC2=C(O1)C=CC=C2C=2CCNCC2)C)F